C12(CCC(CC1)=O)COC1=C2C=CC=C1 2H-Spiro[benzofuran-3,1'-cyclohexane]-4'-one